5-(4-((6-(2-methoxypropan-2-yl)-1,4-dioxan-2-yl)methoxy)phenyl)-2-oxo-6-(trifluoromethyl)-1,2-dihydropyridine-3-carboxamide COC(C)(C)C1COCC(O1)COC1=CC=C(C=C1)C=1C=C(C(NC1C(F)(F)F)=O)C(=O)N